BrC1=NN(C(=C1)C)C1CC2(CN(C2)C(=O)OC(C)(C)C)C1 tert-butyl 6-(3-bromo-5-methyl-1H-pyrazol-1-yl)-2-azaspiro[3.3]Heptane-2-carboxylate